ClC=1C=C2C(=CC(=NC2=CC1)C(F)(F)F)NCC1(CN(C1)C(=O)NC)C1=CC=CC=C1 3-(((6-chloro-2-(trifluoromethyl)quinolin-4-yl)amino)methyl)-N-methyl-3-phenylazetidine-1-carboxamide